5-fluoro-2-(methylsulfanyl)aniline FC=1C=CC(=C(N)C1)SC